The molecule is the maleic acid salt of enalapril. It contains one molecule of maleic acid for each molecule of enalapril. Following oral administration, the ethyl ester group of enalapril is hydrolysed to afford the corresponding carboxylic acid, enalaprilat, an angiotensin-converting enzyme (ACE) inhibitor. Enalapril is thus a prodrug for enalaprilat (which, unlike enalapril, is not absorbed by mouth), and its maleate is used in the treatment of hypertension and heart failure, for reduction of proteinuria and renal disease in patients with nephropathies, and for the prevention of stroke, myocardial infarction, and cardiac death in high-risk patients. It has a role as an EC 3.4.15.1 (peptidyl-dipeptidase A) inhibitor, an antihypertensive agent and a prodrug. It contains an enalapril. CCOC(=O)[C@H](CCC1=CC=CC=C1)N[C@@H](C)C(=O)N2CCC[C@H]2C(=O)O.C(=C\\C(=O)O)\\C(=O)O